C(C=C)OCC(O)C1(CN(CCC1)C(=O)OCC1=CC=CC=C1)C(=O)OC 1-benzyl 3-methyl 3-(2-(allyloxy)-1-hydroxyethyl)piperidine-1,3-dicarboxylate